FC1(CCC(CC1)COC(CC(C(=O)OCC(=O)O)=C)=O)F ((4-((4,4-difluorocyclohexyl)methoxy)-2-methylene-4-oxobutanoyl)oxy)acetic Acid